COC(C(F)(C1=CC(=CC=C1)Cl)Cl)=O methyl-2-chloro-2-(3-chlorophenyl)-2-fluoro-acetic acid